2-(4-methoxybenzyl)-2,7-diazaspiro[3.5]nonane-1,6-dithione COC1=CC=C(CN2C(C3(C2)CC(NCC3)=S)=S)C=C1